tri-thiophosphoric acid P(S)(S)(O)=S